(±)-(4aR,13bS)-10,11-dichloro-4-(oxetan-3-ylmethyl)-1,2,3,4,4a,5,6,13b-octahydro-8H-[1,6]naphthyridino[5,6-b]quinazolin-8-one ClC=1C=C2C(N3C(=NC2=CC1Cl)[C@H]1CCCN([C@@H]1CC3)CC3COC3)=O |r|